7-chloro-6-fluorochroman ClC1=C(C=C2CCCOC2=C1)F